7-((4-bromo-2-chlorobenzylidene)amino)-4-methyl-coumarin BrC1=CC(=C(C=NC2=CC=C3C(=CC(OC3=C2)=O)C)C=C1)Cl